C(C)OC1=CN=CC(=N1)C1=CC=C(C(N1)=O)C(=O)O 6-(6-ethoxypyrazin-2-yl)-2-oxo-1H-pyridine-3-carboxylic acid